3-benzyl-1-(trans-4-((5-cyanopyridin-2-yl)amino)cyclohexyl)-1-(5-(1-methyl-1H-pyrazol-4-yl)pyrimidin-2-yl)urea C(C1=CC=CC=C1)NC(N(C1=NC=C(C=N1)C=1C=NN(C1)C)[C@@H]1CC[C@H](CC1)NC1=NC=C(C=C1)C#N)=O